acetylglucosamine phosphate disodium salt [Na+].[Na+].P(=O)([O-])([O-])O.C(C)(=O)C1(O)[C@H](N)[C@@H](O)[C@H](O)[C@H](O1)CO